C(C)(C)OC1=CC=C(C=C1)C=1C=C2C=CC(=NC2=CC1)N1CCC(CC1)C(=O)O 1-(6-(4-isopropoxyphenyl)quinolin-2-yl)piperidine-4-carboxylic acid